N-((methyl(1-methylpiperidin-4-yl)amino)((4-methylquinazolin-2-yl)amino)methylene)acetamide CN(C1CCN(CC1)C)C(=NC(C)=O)NC1=NC2=CC=CC=C2C(=N1)C